2-(4-(3-isopropyl-2-(2-methyl-1-oxo-2,5,6,7-tetrahydro-1H-cyclopenta[c]pyridin-4-yl)-1H-indol-5-yl)piperidin-1-yl)-N-methylacetamide C(C)(C)C1=C(NC2=CC=C(C=C12)C1CCN(CC1)CC(=O)NC)C=1C2=C(C(N(C1)C)=O)CCC2